BrCCC1(CC1)C(=O)O 1-(2-bromoethyl)cyclopropane-1-carboxylic acid